Ethyl 5-(((1R)-1-(2-(azidomethyl)-5-fluoro-2-methyl-2,3-dihydrobenzofuran-7-yl)ethyl)amino)pyrazolo[1,5-a]pyrimidine-3-carboxylate N(=[N+]=[N-])CC1(OC2=C(C1)C=C(C=C2[C@@H](C)NC2=NC=1N(C=C2)N=CC1C(=O)OCC)F)C